C(C)(C)(C)C=1C(=NC=CC1NC(NC1=C(C=CC=C1)O)=O)C(=O)N tert-butyl-4-[(2-hydroxyphenyl)carbamoyl-amino]pyridine-2-carboxamide